tert-butyl (11-chloro-7-methyl-2-oxo-7,8-dihydro-2H-[3]benzoxocino[5,6-c]pyridin-3(5H)-yl)acetate ClC=1C=CC2=C(C1)C=1C(=CN(C(C1)=O)CC(=O)OC(C)(C)C)COC(C2)C